F[C@@H](C(=O)OCC)ON1[C@@H]2C=C([C@H](N(C1=O)C2)C(NOCC2NC(CC2)=O)=O)C ethyl (2S)-2-fluoro-2-[[(2S,5R)-3-methyl-7-oxo-2-[(5-oxopyrrolidin-2-yl)methoxycarbamoyl]-1,6-diazabicyclo[3.2.1]oct-3-en-6-yl]oxy]acetate